1-(9Z,12Z-heptadecadienoyl)-2-(11Z,14Z-eicosadienoyl)-glycero-3-phosphocholine CCCCC/C=C\C/C=C\CCCCCCCCCC(=O)O[C@H](COC(=O)CCCCCCC/C=C\C/C=C\CCCC)COP(=O)([O-])OCC[N+](C)(C)C